2-cyclohexyl-4,5-diphenylimidazolidine C1(CCCCC1)C1NC(C(N1)C1=CC=CC=C1)C1=CC=CC=C1